NC=1N(C2=CC(=CC=C2C1SC1=CC=CC(=N1)C(=O)O)Cl)C=1C=NN(C1)C 6-((2-amino-6-chloro-1-(1-methyl-1H-pyrazol-4-yl)-1H-indol-3-yl)thio)picolinic acid